3-chloro-5-((4-(difluoromethyl)-1-(4-methoxybenzyl)-6-oxo-1,6-dihydropyrimidin-5-yl)oxy)benzonitrile ClC=1C=C(C#N)C=C(C1)OC1=C(N=CN(C1=O)CC1=CC=C(C=C1)OC)C(F)F